3-CHLORO-4-METHOXY-5-METHYLPHENYLBORONIC ACID ClC=1C=C(C=C(C1OC)C)B(O)O